FC1=C(C#N)C=CC=C1OC(F)(F)F 2-fluoro-3-(trifluoromethoxy)benzonitrile